(2R,3R,4R,5R)-2-(4-aminopyrrolo[2,1-f][1,2,4]triazin-7-yl)-3-fluoro-4-hydroxy-5-(hydroxymethyl)tetrahydrofuran-2-carbonitrile NC1=NC=NN2C1=CC=C2[C@@]2(O[C@@H]([C@H]([C@H]2F)O)CO)C#N